METHANOAZULEN-6-OL C=12C(=CC3=CC=C(C=CC13)O)C2